tert-butyl (5-bromo-2-(2,2-difluoropropanoyl)-4-fluorophenyl)carbamate BrC=1C(=CC(=C(C1)NC(OC(C)(C)C)=O)C(C(C)(F)F)=O)F